COP(=O)(OC)CP(OC)(OC1=C(C(=CC(=C1)CCCCC)OP(OC)(=O)CP(=O)(OC)OC)C1=CC(=CC=C1)C)=O dimethyl (3'-methyl-4-pentyl-[1,1'-biphenyl]-2,6-diyl) bis(((dimethoxyphosphoryl)methyl)phosphonate)